ClC1=CC(=C(C=C1)C1=NC(=NC2=C1N=C(N(C2=O)C)C)N2CC(CCC2)N2CC(C2)OC)F 8-(4-chloro-2-fluorophenyl)-6-(3-(3-methoxyazetidin-1-yl)piperidin-1-yl)-2,3-dimethylpyrimido[5,4-d]pyrimidin-4(3H)-one